(S)-N-(1-(5-(2-methoxyquinolin-3-yl)-1,3,4-oxadiazol-2-yl)-7-oxononyl)-8-(methylsulfonyl)-1-oxa-2,8-diazaspiro[4.5]dec-2-ene-3-carboxamide COC1=NC2=CC=CC=C2C=C1C1=NN=C(O1)[C@H](CCCCCC(CC)=O)NC(=O)C1=NOC2(C1)CCN(CC2)S(=O)(=O)C